NN(C(=O)N)C1=CC=CC=C1 aminophenyl-urea